4-(2,2,2-Trifluoroethoxy)pyridine FC(COC1=CC=NC=C1)(F)F